1-[(4-{3-Azabicyclo[3.1.0]hex-3-yl}-3-cyanophenyl)methyl]-1H-pyrazole-4-carboxylic acid C12CN(CC2C1)C1=C(C=C(C=C1)CN1N=CC(=C1)C(=O)O)C#N